O.NC1=CC=C(C[C@H](N)C(=O)O)C=C1 4-amino-L-phenylalanine monohydrate